Diphenylcyclohexanol phosphate P(=O)(O)(O)OC1CCC(CC1)(C1=CC=CC=C1)C1=CC=CC=C1